carbonyltetradecanoate C(=O)=C(C(=O)[O-])CCCCCCCCCCCC